(4-amino-1,3-dihydrofuro[3,4-c][1,7]naphthyridin-8-yl)((3S)-3-(4-(pentafluoroethyl)phenyl)-4-morpholinyl)methanone NC1=NC=2C=NC(=CC2C2=C1COC2)C(=O)N2[C@H](COCC2)C2=CC=C(C=C2)C(C(F)(F)F)(F)F